N1N=CC2=CC(=CC=C12)C1=CC2=C(N(C3=C(O2)C=C(C(=C3)C)C=3C=C2C=NNC2=CC3)C(CN3CCOCC3)=O)N=C1 1-(3,7-di(1H-indazol-5-yl)-8-methyl-10H-benzo[b]pyrido[2,3-e][1,4]oxazin-10-yl)-2-morpholinoethan-1-one